N-(3-Chloro-4-(trifluoromethyl)phenyl)-7-fluoro-3,4-dihydro-2,6-naphthyridine ClC=1C=C(C=CC1C(F)(F)F)N1CC2=CC(=NC=C2CC1)F